C(C)(C)(C)C=1C(=C(C=C(C1)OC)B1OC(C(O1)(C)C)(C)C)OCOC 2-(3-(tert-Butyl)-5-methoxy-2-(methoxymethoxy)phenyl)-4,4,5,5-tetramethyl-1,3,2-dioxaborolane